OC1=C2C3[C@H](C(OC2=CC(=C1)/C=C/C(=O)O)=C)CCC(=C3)C (E)-3-[(6Ar)-1-hydroxy-9-methyl-6-methylidene-6a,7,8,10a-tetrahydrobenzo[c]chromen-3-yl]prop-2-enoic acid